ethyl 3-methyl-1-(pyridin-3-yl)-1H-pyrazole-5-carboxylate CC1=NN(C(=C1)C(=O)OCC)C=1C=NC=CC1